2-(3-(tetrahydro-2H-pyran-4-yl)-1H-pyrazol-1-yl)pyrido[3,2-d]pyrimidin O1CCC(CC1)C1=NN(C=C1)C=1N=CC2=C(N1)C=CC=N2